COC(=O)C=1SCC(N1)C(=O)OC thiazoline-2,4-dicarboxylic acid dimethyl ester